C(C)(C)C=1N=C(C(=NC1C)C(=O)N)NC1=CC(=CC=C1)CCNC([C@H](C)NC)=O (S)-5-isopropyl-6-methyl-3-((3-(2-(2-(methylamino)propionamido)ethyl)phenyl)amino)pyrazine-2-carboxamide